5-CHLORO-6-ETHOXYPYRIDINE-3-BORONIC ACID ClC=1C=C(C=NC1OCC)B(O)O